C(C)(C)(C)OC(=O)NCCCC[C@@H](C(=O)OC)NC(=O)N1C=CC=2N(C(NC(C21)=O)=S)CCOC(C)C Methyl (2S)-6-{[(tert-butoxy)carbonyl]amino}-2-({4-oxo-1-[2-(propan-2-yloxy)ethyl]-2-sulfanylidene-1H,2H,3H,4H,5H-pyrrolo[3,2-d]pyrimidine-5-carbonyl}amino)hexanoate